C(C(C)C)C(C(=O)OCCCC)C(C(=O)OCCCC)CC(C)C dibutyl 2,3-diisobutylsuccinate